ClC1=CC=C2CCN(C2=C1)C1=C(C=NC2=CC=C(C=C12)C=1C=C2C(=NC1)NN=C2)C#N 4-(6-chloroindolin-1-yl)-6-(1H-pyrazolo[3,4-b]pyridin-5-yl)quinoline-3-carbonitrile